FC1(C(C2(CCCC2)CC(C1)C1=CC(=C(C=C1)F)C)=O)F 7,7-difluoro-9-(4-fluoro-3-methylphenyl)spiro[4.5]decan-6-one